(3E)-14,14-diheptyloxy-1,3-tetradecadiene C(CCCCCC)OC(CCCCCCCCC/C=C/C=C)OCCCCCCC